5-t-butyl-4-hydroxyphenyl propionate C(CC)(=O)OC1=CC=C(C(=C1)C(C)(C)C)O